COCCNC1=NC(=NC(=C1C)NC1=NNC(=C1)C)SC1=CC=C(C=C1)NC(=O)C1CC1 N-(4-((4-((2-methoxyethyl)amino)-5-methyl-6-((5-methyl-1H-pyrazol-3-yl)amino)pyrimidin-2-yl)thio)phenyl)cyclopropanecarboxamide